O1COC2=C1C=CC(=C2)N2C(NN=C2C=2N=C1N(C3=CC=CC=C3C=C1)C2)=S 4-(Benzo[d][1,3]dioxol-5-yl)-5-(imidazo[1,2-a]quinolin-2-yl)-2,4-dihydro-3H-1,2,4-triazole-3-thione